CN(C1=CC=C(C=C1)[Mg]Br)C (4-(dimethylamino)phenyl)magnesium bromide